6-Bromo-3-((4-methoxybenzyl)oxy)-2-(trifluoromethyl)quinoline BrC=1C=C2C=C(C(=NC2=CC1)C(F)(F)F)OCC1=CC=C(C=C1)OC